FC=1C=C(C=CC1OC=1OC2=C(N1)C=C(C=C2)F)S(=O)(=O)N2[C@H]([C@@H]1CC[C@H](C2)N1C(=O)OCCOC)C(NO)=O 2-methoxyethyl (1S,2R,5R)-3-((3-fluoro-4-((5-fluorobenzo[d]oxazol-2-yl)oxy)phenyl)sulfonyl)-2-(hydroxycarbamoyl)-3,8-diazabicyclo[3.2.1]octane-8-carboxylate